C1(CC1)N1N=CC2=CC=C(C=C12)NC(C1=C(C=C(C=C1)I)N1CCC2(CC2)CC1)=O N-(1-cyclopropyl-1H-indazol-6-yl)-4-iodo-2-(6-azaspiro[2.5]octan-6-yl)benzamide